8-((2,3-dichloropyridin-4-yl)thio)imidazo[1,2-c]pyrimidin ClC1=NC=CC(=C1Cl)SC=1C=2N(C=NC1)C=CN2